ClC=1C=CC(C(C1)CN(C(=O)C=1C(=NN(C1F)C)C(F)F)C1CC1)(C)CCC N-[(5-chloro-2-propyl-2-methylphenyl)methyl]-N-cyclopropyl-3-(difluoromethyl)-5-fluoro-1-methylpyrazole-4-formamide